Nickel-manganese selenide [Se-2].[Mn+2].[Ni+2].[Se-2]